O1CCN(CC1)NP(N)OC=1C=2N=CN([C@H]3C[C@H](OCCC#N)[C@@H](COC(C4=CC=C(C=C4)OC)(C4=CC=C(C=C4)OC)C4=CC=CC=C4)O3)C2N=C(N1)N 5'-O-(4,4'-Dimethoxytrityl)-3'-O-cyanoethyl-2'-deoxyguanosine morpholinophosphorodiamidite